N-(1-((difluoromethoxy)methyl)cyclopropyl)-2-methyl-5-((2-methylthiazol-5-yl)methoxy)benzofuran-3-carboxamide FC(OCC1(CC1)NC(=O)C1=C(OC2=C1C=C(C=C2)OCC2=CN=C(S2)C)C)F